(hydroxymethyl-(propyl)amino)methanol potassium [K].OCN(CCC)CO